FC1=C(C2=C([Se]C3=C2C=CC=C3)C=C1)F difluorodibenzoselenophene